(2-chloroethyl)benzene ClCCC1=CC=CC=C1